10-bromo-N-((3S,4S)-4-(4-chloro-3-trifluoromethylphenyl)piperidin-3-yl)-5,6-dihydropyrazolo[1,5-d]thieno[3,2-f][1,4]oxazepine-2-carboxamide BrC=1C=NN2CCOC3=C(C21)C=C(S3)C(=O)N[C@@H]3CNCC[C@H]3C3=CC(=C(C=C3)Cl)C(F)(F)F